F[C@H]1C[C@H](N(C1)C(CN1C[C@H](CC1)NC1=C2C=C(C=NC2=CC=C1)F)=O)C#N (2S,4S)-4-fluoro-1-[2-[(3S)-3-[(3-fluoro-5-quinolyl)amino]pyrrolidin-1-yl]acetyl]pyrrolidine-2-carbonitrile